(3S,4S)-benzyl 4-(3-chlorophenyl)-3-(methylamino)piperidine-1-carboxylate ClC=1C=C(C=CC1)[C@H]1[C@@H](CN(CC1)C(=O)OCC1=CC=CC=C1)NC